dichloro-dispiro[imidazolidine-4,1'-cyclohexane-4',1''-indene]-2,5-dione ClN1C(N(C(C12CCC1(C=CC3=CC=CC=C13)CC2)=O)Cl)=O